5-((1S,2R)-1-(6-chloro-1,1-dioxidobenzo[e][1,4,3]oxathiazin-2(3H)-yl)-2-(6-fluoro-2,3-dimethylphenyl)propyl)-1,3,4-oxadiazol-2(3H)-one ClC1=CC2=C(S(N(CO2)[C@@H]([C@H](C)C2=C(C(=CC=C2F)C)C)C2=NNC(O2)=O)(=O)=O)C=C1